COC1=C(C2=CC=CC=C2C=C1)COC(=O)NC1=CC=C(C=C1)CN1N=C(C(=C1C)CC(=O)OC)C methyl 2-[1-[[4-[(2-methoxy-1-naphthyl)methoxycarbonylamino]phenyl]methyl]-3,5-dimethyl-pyrazol-4-yl]acetate